NC1CCN(CC1)C1=C(C(=NC=C1C1=CC(=CC(=C1)C)F)N1CCNCC1)C1=NC2=C(N1)C=CC(=C2)Cl 4-(4-(4-aminopiperidin-1-yl)-3-(5-chloro-1H-benzo[d]imidazol-2-yl)-5-(3-fluoro-5-methylphenyl)pyridin-2-yl)piperazin